4-(2-((4-(Azetidin-1-yl)-3-fluoropiperidin-1-yl)methyl)-3-methyl-5-(3-(m-tolyl)-1H-pyrazol-1-yl)thieno[3,2-b]pyridin-7-yl)morpholine N1(CCC1)C1C(CN(CC1)CC1=C(C2=NC(=CC(=C2S1)N1CCOCC1)N1N=C(C=C1)C=1C=C(C=CC1)C)C)F